CC1=NNC2=CN=C(C=C21)C2=C1CN(C(C1=CC=C2)=O)CC(C#N)=C 2-[(4-{3-methyl-1H-pyrazolo[3,4-c]pyridin-5-yl}-1-oxo-2,3-dihydro-1H-isoindol-2-yl)methyl]prop-2-enenitrile